2-methyl-1-((2-(trimethylsilyl)ethoxymethyl)methyl)-1,2-dihydro-3H-pyrazol-3-one CN1N(C=CC1=O)CCOCC[Si](C)(C)C